(E)-N-(2-chloro-5-(4-(4-(4-oxopent-2-enoyl)piperazin-1-yl)quinazolin-6-yl)pyridin-3-yl)-2,4-difluorobenzenesulfonamide ClC1=NC=C(C=C1NS(=O)(=O)C1=C(C=C(C=C1)F)F)C=1C=C2C(=NC=NC2=CC1)N1CCN(CC1)C(\C=C\C(C)=O)=O